(4-methoxypyridin-3-yl)-2-[4-(4-methyl-4H-1,2,4-triazol-3-yl)piperidin-1-yl]benzonitrile COC1=C(C=NC=C1)C=1C(=C(C#N)C=CC1)N1CCC(CC1)C1=NN=CN1C